2-(2-amino-6-((4-fluoro-3-methylphenyl)amino)-9H-purin-9-yl)-N-(1-ethyl-3-methyl-1H-pyrazol-5-yl)acetamide NC1=NC(=C2N=CN(C2=N1)CC(=O)NC1=CC(=NN1CC)C)NC1=CC(=C(C=C1)F)C